3-[(1-methylpiperidin-4-yl)oxy]-5-(4,4,5,5-tetramethyl-1,3,2-dioxaborolan-2-yl)pyridine CN1CCC(CC1)OC=1C=NC=C(C1)B1OC(C(O1)(C)C)(C)C